(+)-1-(4-fluorophenyl)-3-[(3R*,4S*,Z)-2-(methoxyimino)-4-(4-methoxyphenyl)pyrrolidin-3-yl]urea FC1=CC=C(C=C1)NC(=O)N[C@H]1/C(/NC[C@@H]1C1=CC=C(C=C1)OC)=N/OC |o1:11,15|